CN1CC2=C(CC1=O)C(=NN2)C(=O)N2CCC(CC2)C2=C(C=CC=C2)C(F)(F)F 6-methyl-3-(4-(2-(trifluoromethyl)phenyl)piperidine-1-carbonyl)-1,4,6,7-tetrahydro-5H-pyrazolo[3,4-c]pyridin-5-one